C(C)C1=C(C(=C2C(=N1)CC=1C=CC=CC12)C1=CC=C(C=C1)C)CC 2,3-diethyl-4-p-tolyl-9H-indeno[2,1-b]pyridine